O.CC1=CC=C(C(=O)O[C@@H](C(=O)O)[C@H](C(=O)O)OC(C2=CC=C(C=C2)C)=O)C=C1 (2R,3R)-2,3-bis((4-methylbenzoyl)oxy)succinic acid hydrate